tert-butyl 3-[2-[tert-butyl(dimethyl)silyl]oxyethyl]-4-[3-[[4-chloro-6-(2,6-dimethylphenyl)pyrimidin-2-yl]sulfamoyl]benzoyl]-6-hydroxy-1,4-diazepane-1-carboxylate [Si](C)(C)(C(C)(C)C)OCCC1CN(CC(CN1C(C1=CC(=CC=C1)S(NC1=NC(=CC(=N1)Cl)C1=C(C=CC=C1C)C)(=O)=O)=O)O)C(=O)OC(C)(C)C